ClC=1C=C2C=NC(=NC2=CC1C1CCN(CC1)CC(C)(O)C)NC=1C=NN(C1C)C1CC1 1-(4-{6-chloro-2-[(1-cyclopropyl-5-methyl-1H-pyrazol-4-yl)amino]quinazolin-7-yl}piperidin-1-yl)-2-methylpropan-2-ol